C(#N)C1=C(C=CC=C1)S(=O)(=O)NC=1C=C2C(N(C(C2=CC1)=O)C1C(NC(CC1)=O)=O)=O 2-cyano-N-(2-(2,6-dioxopiperidin-3-yl)-1,3-dioxoisoindolin-5-yl)benzenesulfonamide